tert-butyl 2-[5-(1-methoxycarbonyl-2-methyl-propyl) isoxazol-3-yl]-2,7-diazaspiro[3.5]nonane-7-carboxylate COC(=O)C(C(C)C)C1=CC(=NO1)N1CC2(C1)CCN(CC2)C(=O)OC(C)(C)C